C12CCC(CC1)N2C2=CC=C(N)C=C2 4-((1s,4s)-7-Azabicyclo[2.2.1]heptan-7-yl)aniline